6-(4-(2-methoxyethyl)piperidin-1-yl)-2-(pyridin-3-yl)-N-(4-(trifluoromethoxy)pyridin-2-yl)pyrimidin-4-amine COCCC1CCN(CC1)C1=CC(=NC(=N1)C=1C=NC=CC1)NC1=NC=CC(=C1)OC(F)(F)F